tert-butyl((4-aminophenyl)sulfonyl)(1-methylpiperidin-4-yl)carbamate C(C)(C)(C)OC(N(C1CCN(CC1)C)S(=O)(=O)C1=CC=C(C=C1)N)=O